5,6-Dichloro-8-(4-(trifluoromethyl)phenyl)quinoline ClC1=C2C=CC=NC2=C(C=C1Cl)C1=CC=C(C=C1)C(F)(F)F